C=C1C[C@@H]2CCCN2C1 (7aS)-2-methylidenetetrahydro-1H-pyrrolizin